FC(C(C(C(C(C(F)(F)F)(F)F)(F)F)(F)F)(F)F)(O)F perfluoro-hexan-1-ol